6'-(((1S,3S)-3-((6-(Dimethylamino)-1,2,4-triazin-3-yl)amino)cyclopentyl)amino)-2H-[1,3'-bipyridin]-2-one CN(C1=CN=C(N=N1)N[C@@H]1C[C@H](CC1)NC1=CC=C(C=N1)N1C(C=CC=C1)=O)C